C(C1=CC=CC=C1)C=1N=C(C2=C(N1)CN(C2)S(=O)(=O)C)C2=NN(C=C2)C 2-benzyl-4-(1-methyl-1H-pyrazol-3-yl)-6-(methylsulfonyl)-6,7-dihydro-5H-pyrrolo[3,4-d]pyrimidine